(2-{[2-(aminomethyl)-6-chloro-4-(2-chloropyridin-4-yl)phenyl]sulfanyl}pyridin-3-yl)methanol hydrochloride Cl.NCC1=C(C(=CC(=C1)C1=CC(=NC=C1)Cl)Cl)SC1=NC=CC=C1CO